C(C)S(=O)(=O)O.FC([C@H]1N(C(SC1)=C=O)C=1N=C2N(CCOC3=C2C=CC(=C3)N[C@H](C(=O)N)C)C1)F (S)-2-((2-((R)-4-(difluoromethyl)-2-carbonylthiazolidin-3-yl)-5,6-dihydrobenzo[f]imidazo[1,2-d][1,4]oxazepin-9-yl)amino)propionamide ethanesulfonate